ClC1=NC=2N(C(C(NC2C=N1)=O)=O)CC1=CC=C(C=C1)C=1N(C=C(N1)C(F)(F)F)C1CC1 2-chloro-8-({4-[1-cyclopropyl-4-(trifluoromethyl)imidazol-2-yl]phenyl}methyl)-5H-pteridine-6,7-dione